CC=1C(=CC(=C(C(=O)Cl)C1)N1CCC2(CC2)CC1)[N+](=O)[O-] 5-methyl-4-nitro-2-(6-azaspiro[2.5]octan-6-yl)benzoyl chloride